ytterbium-cerium [Ce].[Yb]